CC(C)CCCC(CCCC)CC 2-methyl-6-ethyldecane